ClC1=C(C=C(CN2C[C@@H](N(CC2)C(=O)N2N=C(C=C2)NS(=O)(=O)C)C)C=C1)N1CCC(CC1)F (S)-N-(1-(4-(4-Chloro-3-(4-fluoropiperidin-1-yl)benzyl)-2-methylpiperazine-1-carbonyl)-1H-pyrazol-3-yl)methanesulfonamide